N1N=[N+](C2=NC=CC=C21)[O-] 1H-[1,2,3]Triazolo[4,5-b]Pyridine 3-oxide